O1CC(=CCC1)C1=NC=C(C(=N1)OC1=CC=CC=C1)C(=O)N[C@@H](C)\C=C\S(=O)(=O)C (S,E)-2-(5,6-dihydro-2H-pyran-3-yl)-N-(4-(methylsulfonyl)but-3-en-2-yl)-4-phenoxypyrimidine-5-carboxamide